4-[4-(Dimethoxymethyl)-1-piperidinyl]-2-fluoro-benzoic acid methyl ester COC(C1=C(C=C(C=C1)N1CCC(CC1)C(OC)OC)F)=O